C12OCC(CC1)(C2)C=2N=C1N(C=C(C(=C1)OC(C)C)C(=O)NC1=NN(C=C1)C)C2 2-(2-oxabicyclo[2.2.1]heptan-4-yl)-7-isopropoxy-N-(1-methyl-1H-pyrazol-3-yl)imidazo[1,2-a]pyridine-6-carboxamide